5-acetyl-2-(benzyloxy)benzoic acid methyl ester COC(C1=C(C=CC(=C1)C(C)=O)OCC1=CC=CC=C1)=O